C1(=CC=CC=C1)P(C1=C2OC=3C(=CC=CC3C(C2=CC=C1)(C)C)P(C1=CC=CC=C1)C1=CC=CC=C1)C1=CC=CC=C1 (5-diphenylphosphino-9,9-dimethyl-xanth-4-yl)-diphenyl-phosphine